CC1=CC=C(C=C1)S(=O)(=O)OCCCCCCCCC=1C=C2C(N(C(C2=CC1)=O)C1C(NC(CC1)=O)=O)=O 8-[2-(2,6-dioxo-3-piperidyl)-1,3-dioxo-isoindolin-5-yl]octyl 4-methylbenzenesulfonate